N-(4-(2-chloro-5-fluorophenoxy)-3-(1,3-dioxoisoindolin-2-yl)-1-methyl-7-(2-(pyridin-2-yl)ethyl)-1H-indazol-5-yl)-3-fluoro-5-(trifluoromethyl)benzamide ClC1=C(OC2=C3C(=NN(C3=C(C=C2NC(C2=CC(=CC(=C2)C(F)(F)F)F)=O)CCC2=NC=CC=C2)C)N2C(C3=CC=CC=C3C2=O)=O)C=C(C=C1)F